NC1=NC=2C=NC(=CC2C2=C1COC2)C(=O)N([C@H](CF)C)CC2=NC=C(C=C2)C#N (S)-4-amino-N-((5-cyanopyridin-2-yl)methyl)-N-(1-fluoroprop-2-yl)-1,3-dihydrofuro[3,4-c][1,7]naphthyridine-8-carboxamide